FC=1C=C(C=CC1)N1N=C(C=C(C1=O)C(=O)N[C@@H](CO)[C@H]1COCC1)C1=CC=C(C=C1)OC(F)(F)F 2-(3-fluorophenyl)-N-{(1R)-2-hydroxy-1-[(3S)-tetrahydrofuran-3-yl]ethyl}-3-oxo-6-[4-(trifluoromethoxy)phenyl]-2,3-dihydropyridazine-4-carboxamide